The molecule is a monosaccharide derivative that is the 3-O-methyl derivative of alpha-L-rhamnopyranose. An epitope identified from the glycolipids isolated from Mycobacterium peregrinum. It has a role as an epitope. It derives from an alpha-L-rhamnopyranose. C[C@H]1[C@@H]([C@H]([C@H]([C@@H](O1)O)O)OC)O